N-((1-methyl-4-(4-(trifluoromethoxy)phenyl)-4,5,6,7-tetrahydro-1H-pyrazolo[4,3-b]pyridin-6-yl)methyl)propionamide CN1N=CC=2N(CC(CC21)CNC(CC)=O)C2=CC=C(C=C2)OC(F)(F)F